(E)-3-(6-amino-7-oxo-5,6,7,8-tetrahydro-1,8-naphthyridin-3-yl)-N-methyl-N-((3-methylbenzofuran-2-yl)methyl)acrylamide NC1CC=2C=C(C=NC2NC1=O)/C=C/C(=O)N(CC=1OC2=C(C1C)C=CC=C2)C